6-Amino-3-((1R,3S)-3-(5-amino-1H-1,2,4-triazol-1-yl)-4'-chloro-1',2'-dihydrospiro[cyclopentane-1,3'-pyrrolo[2,3-b]pyridin]-5'-yl)-2-fluoro-N,N-dimethylbenzamide NC1=CC=C(C(=C1C(=O)N(C)C)F)C=1C(=C2C(=NC1)NC[C@]21C[C@H](CC1)N1N=CN=C1N)Cl